2,2-dimethyl-8-(6-methyl-7-oxo-6,7-dihydro-1H-pyrrolo[2,3-c]pyridin-4-yl)-6-(methylsulfonyl)-2H-1,4-benzoxazin-3(4H)-one CC1(OC2=C(NC1=O)C=C(C=C2C=2C1=C(C(N(C2)C)=O)NC=C1)S(=O)(=O)C)C